BrC1=C(C(=CC(=C1)C(C(F)(F)F)(C(F)(F)F)F)C(F)(F)F)C1=C(C(=C(C(=O)N)C=C1)F)NC(C1=CC=C(C=C1)F)=O [2-bromo-4-[1,2,2,2-tetrafluoro-1-(trifluoromethyl)ethyl]-6-(trifluoromethyl)phenyl]-2-fluoro-3-[(4-fluorobenzoyl)amino]-benzamid